ClC1=CC=2C3=C(N(C(NC3=C1F)=O)CC)N=NC2C 5-chloro-9-ethyl-6-fluoro-3-methyl-7H-pyridazino[3,4,5-de]quinazolin-8(9H)-one